C(#N)C=1C=C(C=CC1C#N)C=1N=NN(C1)C1=C(C(=CC(=C1)N1N=NC(=C1)C1=CC(=C(C=C1)C#N)C#N)N1N=NC(=C1)C1=CC(=C(C=C1)C#N)C#N)C1=NC=NC=N1 (2,4,6-tris(4-(3,4-dicyanophenyl)-1H-1,2,3-triazolyl)phenyl)-1,3,5-triazine